CN(CCCC(=O)OC(CCCCCCCCSCCCSCCC)CCCCCCCCSCCCSCCC)C 4,8,26,30-tetrathiatritriacontan-17-yl 4-(dimethylamino)butanoate